(R)-9-(2-(3-amino-4-methoxybutoxy)-6-bromo-4-chlorobenzyl)-9H-purin-6-amin N[C@H](CCOC1=C(CN2C3=NC=NC(=C3N=C2)N)C(=CC(=C1)Cl)Br)COC